O1C(CCCC1)C1N(SCC1)C=1C=CC2=C(N=C(O2)C2=C3C=C(N=CC3=C(N=C2)NC)NC(=O)C2CC2)C1 N-(5-(5-(1,1-dioxanyl-isothiazolin-2-yl)benzo[d]oxazol-2-yl)-8-(methylamino)-2,7-naphthyridin-3-yl)cyclopropanecarboxamide